CN(CC[Si](O)(O)O)C N,N-dimethyl-2-aminoethylsilanetriol